(6-chloro-3-methyl-2,3-dihydro-1,4-benzodioxin-7-yl)methanol ClC1=CC2=C(OCC(O2)C)C=C1CO